2-[3-(6-cyano-5-methylthio-3-pyridyl)-5,5-dimethyl-4-oxo-2-thioxo-imidazolidin-1-yl]-N,N-dimethyl-acetamide C(#N)C1=C(C=C(C=N1)N1C(N(C(C1=O)(C)C)CC(=O)N(C)C)=S)SC